1-ethyl-3-methylpyridinium ethyl-sulfate Methyl-2-(5-chloropyridin-2-yl)-6-cyclopropyl-3-oxo-2,3-dihydropyridazine-4-carboxylate COC(=O)C=1C(N(N=C(C1)C1CC1)C1=NC=C(C=C1)Cl)=O.C(C)OS(=O)(=O)[O-].C(C)[N+]1=CC(=CC=C1)C